N1(C=CC=CC=C1)C1=C(C=C(C=C1)C=1N=C(SC1C)N)F 4-(4-(azepin-1-yl)-3-fluorophenyl)-5-methyl-thiazol-2-amine